2-(vinyloxy)ethan-1-ol C(=C)OCCO